bis(diallylamino)hexafluorocyclotetraphosphazene C(C=C)N(CC=C)P1(=NP(=NP(=NP(=N1)(F)F)(F)F)(F)F)N(CC=C)CC=C